tert-butyl 3-((4-amino-3-(methoxy carbonyl)phenyl)amino)azetidine-1-carboxylate NC1=C(C=C(C=C1)NC1CN(C1)C(=O)OC(C)(C)C)C(=O)OC